(NE)-3-bromo-N-[1-(dimethylamino)ethylidene]imidazo[1,2-a]pyridine-6-carboxamide BrC1=CN=C2N1C=C(C=C2)C(=O)/N=C(\C)/N(C)C